2-((4-(6-(benzo[c][1,2,5]oxadiazol-5-ylmethoxy)pyridin-2-yl)piperidin-1-yl)methyl)-1-(2-methoxyethyl)-1H-benzo[d]imidazole-6-carboxylic acid N=1ON=C2C1C=CC(=C2)COC2=CC=CC(=N2)C2CCN(CC2)CC2=NC1=C(N2CCOC)C=C(C=C1)C(=O)O